6-feruloylglucose C(\C=C\C1=CC(OC)=C(O)C=C1)(=O)C([C@H]([C@H]([C@@H]([C@H](C=O)O)O)O)O)O